C(C)(CC)C1=NN(C(=C1O)C(C)C)CC 3-sec-butyl-1-ethyl-4-hydroxy-5-isopropyl-pyrazole